2-(4-isopropyl-5-(8-methoxy-[1,2,4]triazolo[1,5-a]pyridin-6-yl)-1H-pyrazol-3-yl)-4-methyl-5-(1-(tetrahydro-2H-pyran-4-yl)piperidin-4-yl)thiazole C(C)(C)C=1C(=NNC1C=1C=C(C=2N(C1)N=CN2)OC)C=2SC(=C(N2)C)C2CCN(CC2)C2CCOCC2